peroxyl (2-ethylhexyl) carbonate C(OOO)(OCC(CCCC)CC)=O